Nonanol C(CCCCCCCC)O